tin dichloride hydrochloride Cl.[Sn](Cl)Cl